C1(=CC=CC=C1)C(CC1=CC=C(C=C1)S(=O)(=O)O)=O 1-phenyl-2-(4-sulfophenyl)ethanone